4-pyrrolidin-1-ylbutyryl chloride N1(CCCC1)CCCC(=O)Cl